BrCC1(CC(=C(C(=C1)C(C)(C)C)O)C(C)(C)C)C 4-bromomethyl-2,6-di-t-butyl-p-cresol